BrCCC1=C(C(=O)OC)C=CC=C1 methyl 2-bromoethyl-benzoate